(E)-N'-(1-(pyridin-2-yl)ethyl)hydrazinecarbothiohydrazide N1=C(C=CC=C1)C(C)NNC(=S)NN